2-iodopropane-1,1,1,2,3,3,3-d7 IC(C([2H])([2H])[2H])(C([2H])([2H])[2H])[2H]